6-[(2R,4S)-4-fluoro-2-[3-fluoro-5-(methylsulfanyl)phenyl]pyrrolidin-1-yl]-N-[(6R)-4-[(4-fluoro-3-hydroxyphenyl)methyl]-1,4-oxazepan-6-yl]imidazo[1,2-b]pyridazine-3-carboxamide F[C@H]1C[C@@H](N(C1)C=1C=CC=2N(N1)C(=CN2)C(=O)N[C@@H]2CN(CCOC2)CC2=CC(=C(C=C2)F)O)C2=CC(=CC(=C2)SC)F